monocatechol tungsten tetrachloride [W](Cl)(Cl)(Cl)Cl.C=1(O)C(O)=CC=CC1